2-Ketoisovalerat O=C(C(=O)[O-])C(C)C